N-{2-[(4R)-3,3-difluoro-4-methoxypiperidin-1-yl]pyrimidin-4-yl}-8-[3-(methanesulfonylmeth-yl)azetidin-1-yl]-5-(propan-2-yl)isoquinolin-3-amine FC1(CN(CC[C@H]1OC)C1=NC=CC(=N1)NC=1N=CC2=C(C=CC(=C2C1)C(C)C)N1CC(C1)CS(=O)(=O)C)F